CSCCC(CC)N1N=CC(=C1)C=1C2=C(N=CN1)NC=C2 5-(Methylthio)-3-[4-(7H-pyrrolo[2,3-d]pyrimidin-4-yl)-1H-pyrazol-1-yl]pentane